(5S,8R)-8-[(1S)-2,2-difluoro-1-hydroxy-7-(4-methylpyridin-3-yl)-2,3-dihydro-1H-inden-4-yl]-3,5-difluoro-5,6,7,8-tetrahydronaphthalene-1-carbonitrile FC1([C@H](C2=C(C=CC(=C2C1)[C@H]1CC[C@@H](C=2C=C(C=C(C12)C#N)F)F)C=1C=NC=CC1C)O)F